FC=1C(=CC=2C3=C(NC(C2C1)=O)COC[C@@H]3N(C(=O)C3=CC1=C(N3)SC=C1)C)F (R)-N-(8,9-difluoro-6-oxo-1,4,5,6-tetrahydro-2H-pyrano[3,4-c]isoquinolin-1-yl)-N-methyl-6H-thieno[2,3-b]pyrrole-5-carboxamide